C(C)(C)(C)OC(=O)NCC[C@@H]1C[C@@H](OC(O1)(C)C)CC(=O)OC(C)(C)C tert-butyl 2-((4R,6R)-6-(2-((tert-butoxycarbonyl)amino)ethyl)-2,2-dimethyl-1,3-dioxan-4-yl)acetate